C(/C1=CC=CC=C1)=C\1/C2C(N3N1C(CC3(C)C)=O)C=3C=CC(=CC3C2)F (E)-10-Benzylidene-7-fluoro-3,3-dimethyl-2,3,4a,9,9a,10-hexahydro-1H-indeno[1,2-c]pyrazolo[1,2-a]pyrazol-1-one